thiapinene S12=C(CCC(C1(C)C)C2)C